Cl[C@H](C(=O)O)CC (S)-2-chlorobutyric acid